(4-cyclohexylphenyl)-(4-methylphenyl)iodonium Indium Iodid [I-].[In].C1(CCCCC1)C1=CC=C(C=C1)[I+]C1=CC=C(C=C1)C